C1=CC=CC=2C3=C(NC4=C(C21)C=CC=C4)C(=CC=C3)N 9H-tribenzo[b,d,f]azepin-8-amine